ClC1=C(C=C(C(=C1)F)N1C(C=2CCCCC2C1=O)=O)NC(=O)C1CC1 N-(2-chloro-5-(1,3-dioxo-1,3,4,5,6,7-hexahydro-2H-isoindol-2-yl)-4-fluorophenyl)cyclopropanecarboxamide